tert-butyl 4-[7-({8-fluoro-2-methylimidazo[1,2-a]pyridin-6-yl}carbamoyl)-2-(2-methoxypropyl)indazol-4-yl]piperazine-1-carboxylate FC=1C=2N(C=C(C1)NC(=O)C1=CC=C(C3=CN(N=C13)CC(C)OC)N1CCN(CC1)C(=O)OC(C)(C)C)C=C(N2)C